Aminoguanidine N=C(N)NN